sodium (6aR)-4,6,6a,7,8,9-hexahydroindolo[4,3-fg]quinoline-9-carboxylate C1=CC=C2NC=C3C2=C1C1=CC(CN[C@@H]1C3)C(=O)[O-].[Na+]